2-(azetidin-3-yl)-8-(2,3-dichloro-6-hydroxyphenyl)-octahydro-1H-pyrido[1,2-a]Pyrazine-1,4-dione N1CC(C1)N1C(C2N(C(C1)=O)CCC(C2)C2=C(C(=CC=C2O)Cl)Cl)=O